tert-butyl (S)-6-(4-((1-((1-amino-2-methyl-1-oxopropan-2-yl)amino)-5-methyl-1-oxohexan-3-yl)amino)-5,6,7,8-tetrahydroquinazolin-2-yl)-2,6-diazaspiro[3.4]octane-2-carboxylate NC(C(C)(C)NC(C[C@H](CC(C)C)NC1=NC(=NC=2CCCCC12)N1CC2(CN(C2)C(=O)OC(C)(C)C)CC1)=O)=O